(S)-5-(5-methyl-3,4,5,6-tetrahydropyridin-2-yl)-2-(1-methylpiperidin-4-yl)benzo[d]oxazole C[C@H]1CCC(=NC1)C=1C=CC2=C(N=C(O2)C2CCN(CC2)C)C1